N1=C(C=CC=C1)C1=NC2=C(N1)C=CC(=C2)CN (2-(pyridin-2-yl)-1H-benzo[d]imidazol-5-yl)methylamine